Br.C1(=CC=CC2=CC=CC=C12)C(C)N DL-1-(1-naphthyl)ethylamine hydrobromide